FC1=C(C(=CC=C1C(=O)C1=NNC2=NC=C(C=C21)C=2C=NC=CC2)F)NS(=O)(=O)CCC N-(2,6-difluoro-3-(5-(pyridin-3-yl)-1H-pyrazolo[3,4-b]pyridine-3-carbonyl)phenyl)propane-1-sulfonamide